[Rh][Rh] rhodiorhodium